1-(2,6-dichlorophenyl)-4-((6-(1,1-dioxidothiomorpholine-4-carbonyl)pyridin-3-yl)amino)-1H-pyrazole-3-carboxamide ClC1=C(C(=CC=C1)Cl)N1N=C(C(=C1)NC=1C=NC(=CC1)C(=O)N1CCS(CC1)(=O)=O)C(=O)N